2-(4'-chloro-[1,1'-biphenyl]-4-yl)-4,6-diphenyl-1,3,5-triazine ClC1=CC=C(C=C1)C1=CC=C(C=C1)C1=NC(=NC(=N1)C1=CC=CC=C1)C1=CC=CC=C1